N1CCC=2C1=CN=CC2C2=CC=CC(=N2)N2CC=1C(=NC(=CC1C2=O)N(C)C(C)C)CNC 2-(6-(2,3-Dihydro-1H-pyrrolo[2,3-c]pyridin-4-yl)pyridin-2-yl)-6-(isopropyl(methyl)amino)-4-((Methylamino)methyl)-2,3-dihydro-1H-pyrrolo[3,4-c]pyridin-1-one